N1=CC(=CC(=C1)C1=CC=C(C(=O)N(C)C)C=C1)C1=CC=NC=C1 4-([3,4'-bipyridyl]-5-yl)-N,N-dimethylbenzamide